ClC=1C=C(C=C(C1)C#N)C(C)(C)C1=CC=C(OCC2=NC(=NC=C2)N2CC3C(C2)CN(C3)C3CCN(CC3)C(=O)OC(C)(C)C)C=C1 tert-butyl 4-(5-(4-((4-(2-(3-chloro-5-cyanophenyl)propan-2-yl)phenoxy)methyl) pyrimidin-2-yl) hexahydropyrrolo[3,4-c]pyrrol-2(1H)-yl)piperidine-1-carboxylate